[Si](C)(C)(C(C)(C)C)O[C@@H]1CN(CC1)CCN1C[C@@H](CCC1)NC=1N=NC(=C(C1)C)Cl N-((R)-1-(2-((S)-3-((tert-butyldimethylsilyl)oxy)pyrrolidin-1-yl)ethyl)piperidin-3-yl)-6-chloro-5-methylpyridazin-3-amine